4-(4-(Cyclopropylmethyl)-1-((5-methoxy-7-methyl-1H-indol-4-yl)methyl)piperazin-2-yl)benzoic acid C1(CC1)CN1CC(N(CC1)CC1=C2C=CNC2=C(C=C1OC)C)C1=CC=C(C(=O)O)C=C1